1,3-bis(3-aminophenoxy)-benzene NC=1C=C(OC2=CC(=CC=C2)OC2=CC(=CC=C2)N)C=CC1